3-(6-{4-[2-(4-aminopiperidin-1-yl)ethyl]piperazin-1-yl}-4-methyl-1-oxo-1,2-dihydrophthalazin-2-yl)piperidine-2,6-dione NC1CCN(CC1)CCN1CCN(CC1)C=1C=C2C(=NN(C(C2=CC1)=O)C1C(NC(CC1)=O)=O)C